N-(6-oxaspiro[4.5]decan-9-yl)-N-(p-tolyl)acetamide C1CCCC12OCCC(C2)N(C(C)=O)C2=CC=C(C=C2)C